Methyl 9-(4-((1-(3-fluoropropyl)azetidin-3-yl)methyl)phenyl)-8-phenyl-6,7-dihydro-5H-benzo[7]annulene-3-carboxylate FCCCN1CC(C1)CC1=CC=C(C=C1)C1=C(CCCC2=C1C=CC(=C2)C(=O)OC)C2=CC=CC=C2